2,4-dichloro-5-fluoro-6-methylpyrimidine ClC1=NC(=C(C(=N1)Cl)F)C